3-(4-((2R,5S)-5-(4-chlorobenzyl)-4-(4-(4,5-dimethylthiazol-2-yl)cyclohexyl)morpholin-2-yl)-1H-1,2,3-triazol-1-yl)propanoic acid hydrochloride Cl.ClC1=CC=C(C[C@H]2CO[C@H](CN2C2CCC(CC2)C=2SC(=C(N2)C)C)C=2N=NN(C2)CCC(=O)O)C=C1